NC1CCC(CC1)NC(=O)C=1N(C2=CC(=CC=C2C1NC(OCC)=O)/C(/N)=N/O)CCS(=O)(=O)C1=CC=CC=C1 Ethyl (2-(((1r,4r)-4-aminocyclohexyl)carbamoyl)-6-((Z)-N'-hydroxycarbamimidoyl)-1-(2-(phenylsulfonyl)ethyl)-1H-indol-3-yl)carbamate